C(C)(C)(C)OC(=O)N1C(CC1)CN.ClC1=C(C=C(OCC(=O)NC23CC(C2)(C3)NC(COC3=CC(=C(C=C3)Cl)F)=O)C=C1)F 2-(4-chloro-3-fluorophenoxy)-N-{3-[2-(4-chloro-3-fluorophenoxy)acetamido]bicyclo[1.1.1]pentan-1-yl}acetamide tert-Butyl-2-(aminomethyl)azetidine-1-carboxylate